N-(6-(2-chloro-5-fluoro-7H-pyrrolo[2,3-d]pyrimidin-7-yl)pyridin-2-yl)methanesulfonamide ClC=1N=CC2=C(N1)N(C=C2F)C2=CC=CC(=N2)NS(=O)(=O)C